tert-butyl (2S,6R)-2,6-dimethyl-4-(1-((2-methylpyrazolo[1,5-a]pyridin-5-yl)carbamoyl)-2,3-dihydro-1H-pyrrolo[2,3-b]pyridin-4-yl)piperazine-1-carboxylate C[C@@H]1N([C@@H](CN(C1)C1=C2C(=NC=C1)N(CC2)C(NC2=CC=1N(C=C2)N=C(C1)C)=O)C)C(=O)OC(C)(C)C